(R)-N-(2-(1,2-dimethyl-1,2,5,6-tetrahydropyridin-3-yl)thieno[2,3-b]pyridin-4-yl)benzo[d]thiazol-5-amine CN1[C@@H](C(=CCC1)C1=CC=2C(=NC=CC2NC=2C=CC3=C(N=CS3)C2)S1)C